N1N=C(C=C1)CC(=O)O 2-(1H-pyrazol-3-yl)acetic acid